CN(C1=CC=C(C=C1)C1=CC(=CC=C1)C1=CC(=C(S1)C(=O)N[C@@H]1CNCCC1)NC(=O)N)C (S)-5-(4'-(dimethylamino)-[1,1'-biphenyl]-3-yl)-N-(piperidin-3-yl)-3-ureidothiophene-2-carboxamide